4-hydroxy-4-(4-chlorophenyl)methylpiperidine OC1(CCNCC1)CC1=CC=C(C=C1)Cl